C(C)(C)[C@H]1OC=2C(=NC(=C(C2)OCCCOC)OC)C=2N(C(C(=CC21)C#N)=O)C |r| (RS)-6-Isopropyl-2-methoxy-3-(3-methoxypropoxy)-10-methyl-9-oxo-9,10-dihydro-6H-pyrano[3,2-b:4,5-b']dipyridine-8-carbonitrile